3-(1-oxo-5-(piperidin-4-ylamino)isoindolin-2-yl)piperidine-2,6-dione O=C1N(CC2=CC(=CC=C12)NC1CCNCC1)C1C(NC(CC1)=O)=O